6-((allyloxy)carbonyl)-2-(1-(trifluoromethyl)cyclopropane-1-carbonyl)-2,6-diazaspiro[3.4]octane-8-carboxylic acid C(C=C)OC(=O)N1CC2(CN(C2)C(=O)C2(CC2)C(F)(F)F)C(C1)C(=O)O